C(C(=C)C)(=O)OCCCCCCCCCCCC Lauryl methacrylat